3-(1H-imidazol-4-yl)-N-[2-(pyridin-4-yl)ethyl]prop-2-enamide N1C=NC(=C1)C=CC(=O)NCCC1=CC=NC=C1